C(CCCCCCC\C=C/CCCCCCCC)(=O)OC[C@@H](OC(CCCCCCC\C=C/CCCCCCCC)=O)COP(=O)(O)OC[C@H](N)C(=O)O 1,2-Dioleoyl-sn-Glycero-3-phospho-L-serine